4-(7-bromo-2-hydroxynaphthalen-1-yl)-3-(4-ethoxypyridin-2-yl)-1H-isochromen-1-one BrC1=CC=C2C=CC(=C(C2=C1)C1=C(OC(C2=CC=CC=C12)=O)C1=NC=CC(=C1)OCC)O